methoxycarbonyl-N-trityl-L-glutamine COC(=O)N([C@@H](CCC(N)=O)C(=O)O)C(C1=CC=CC=C1)(C1=CC=CC=C1)C1=CC=CC=C1